N-((1S,2R)-2-(3-borono-4-fluorobenzamido)cyclohexyl)-N-(3-borono-4-fluorobenzoyl)glycine B(O)(O)C=1C=C(C(=O)N[C@H]2[C@H](CCCC2)N(CC(=O)O)C(C2=CC(=C(C=C2)F)B(O)O)=O)C=CC1F